FC=1C=C(C=C(C1)F)C1CCC=2N1N=C(N2)NC(OC(C)(C)C)=O tert-butyl (5-(3,5-difluorophenyl)-6,7-dihydro-5H-pyrrolo[1,2-b][1,2,4]triazol-2-yl)carbamate